ClC1=CC=2C3=C(NC2C=C1)CCCN3C(=O)OC(C)(C)C tert-butyl 8-chloro-2,3,4,5-tetrahydro-1H-pyrido[3,2-b]indole-1-carboxylate